Cl.NC=1C=C(C=C(C(=O)NCCCCCNC(CCCC[C@@H]2SC[C@@H]3NC(N[C@@H]32)=O)=O)C1)C(=O)NCCCCCNC(CCCC[C@@H]1SC[C@@H]3NC(N[C@@H]31)=O)=O 5-amino-N1,N3-bis(5-(5-((3aS,4S,6aR)-2-oxohexahydro-1H-thieno[3,4-d]imidazol-4-yl)pentanamido)pentyl)isophthalamide hydrochloride